1,1,2,2,2-Pentafluoroethyl difluoromethyl ether FC(F)OC(C(F)(F)F)(F)F